N-[2-(phenylpropanesulfonyloxy)phenyl]-N'-[3-(phenylpropanesulfonyloxy)phenyl]urea C1(=CC=CC=C1)CCCS(=O)(=O)OC1=C(C=CC=C1)NC(=O)NC1=CC(=CC=C1)OS(=O)(=O)CCCC1=CC=CC=C1